N-{(1S)-1-cyano-2-[(3S)-2-oxopiperidin-3-yl]ethyl}-N2-{[(9H-fluoren-9-yl)methoxy]carbonyl}-4-methyl-L-leucinamide C(#N)[C@H](C[C@H]1C(NCCC1)=O)NC([C@@H](NC(=O)OCC1C2=CC=CC=C2C=2C=CC=CC12)CC(C)(C)C)=O